2-(4'-ethoxy-[1,1'-biphenyl]-4-yl)-6-(trifluoromethyl)quinoline-4-carboxylic acid C(C)OC1=CC=C(C=C1)C1=CC=C(C=C1)C1=NC2=CC=C(C=C2C(=C1)C(=O)O)C(F)(F)F